DIMETHYLBENZYL-AMMONIUM CHLORIDE [Cl-].C[NH+](CC1=CC=CC=C1)C